(S)-4-((1-(4-chloro-8-(4,4-dimethyl-4,5-dihydrooxazol-2-yl)-1-oxo-2-phenyl-1,2-dihydroisoquinolin-3-yl)ethyl)amino)pyrido[2,3-d]pyrimidin-5(8H)-one ClC1=C(N(C(C2=C(C=CC=C12)C=1OCC(N1)(C)C)=O)C1=CC=CC=C1)[C@H](C)NC=1C2=C(N=CN1)NC=CC2=O